C(C)(=O)C=1N=C2N(N=CC(=C2)C(=O)OC)C1C methyl 2-acetyl-3-methyl-imidazo[1,2-b]pyridazine-7-carboxylate